2,4,6-Trimethylcyclohexane-1,3-dione CC1C(C(CC(C1=O)C)C)=O